C[C@]12CC(C[C@](CC1)(N2)C)OC2=CC=C(N=N2)C2=NC=C(C=C2O)N2N=NC=C2 2-(6-{[(1R,3s,5S)-1,5-dimethyl-8-azabicyclo[3.2.1]octan-3-yl]oxy}pyridazin-3-yl)-5-(1H-1,2,3-triazol-1-yl)pyridin-3-ol